[N+](=O)([O-])C1=CC=C(C=C1)N(C1=CC=C(C=C1)N(C1=CC=C(C=C1)C#N)C1=CC=C(C=C1)[N+](=O)[O-])C1=CC=C(C=C1)C#N N,N'-Bis(4-nitrophenyl)-N,N'-di(4-cyanophenyl)-1,4-phenylenediamine